C1(CC1)C(=O)NC1=CC(=C(N=N1)C(=O)NC([2H])([2H])[2H])NC1=C(C(=CC=C1)C1=NN(C=N1)C)OC 6-(cyclopropyl-formamido)-4-((2-methoxy-3-(1-methyl-1H-1,2,4-triazole-3-yl)phenyl)amino)-N-trideuteromethylpyridazine-3-formamide